C1(CCCCC1)N(CCC(C=CC=C)=C)C1CCCCC1 1-dicyclohexylamino-3-methylenehept-4,6-diene